OC(C(=O)N1C[C@H](N(C[C@@H]1C)C=1C2=C(N=CN1)N(C=C2C2=CC=CC=C2)C=2C=C(C#N)C=CN2)C(C)C)(C)C 2-(4-((2R,5S)-4-(2-hydroxy-2-methylpropanoyl)-2-isopropyl-5-methylpiperazin-1-yl)-5-phenyl-7H-pyrrolo[2,3-d]pyrimidin-7-yl)isonicotinonitrile